NCCOCCOCCNC(OC(C)(C)C)=O tert-butyl {2-[2-(2-aminoethoxy)ethoxy]ethyl}carbamate